C[C@@H]1CN(C[C@@H](O1)C)C(=O)C=1C2=C(N(N1)CC(=O)N1CCC(CC1)C1=C(C=C(C=C1)F)C)CCC2 2-{3-[(2R,6S)-2,6-Dimethylmorpholin-4-carbonyl]-5,6-dihydrocyclopenta[c]pyrazol-1(4H)-yl}-1-[4-(4-fluoro-2-methylphenyl)piperidin-1-yl]ethan-1-on